C(C)C(CC1CC(CCC1)CC(CCCC)CC)CCCC 1,3-bis-(2-ethylhexyl)-cyclohexane